1-methyldimethoxysilylethyldimethylsilyl-2-bis(methyldiethoxysilylpropylamino)methylsilylethyldimethylsilylbenzene C[Si](C(C)C1=C(C(=C(C=C1)[SiH](C)C)CC[SiH2]C(NCCC[Si](C)(OCC)OCC)NCCC[Si](OCC)(OCC)C)[SiH](C)C)(OC)OC